FC=1C=CC(=C(C1)C(C)N1NC(C=C1)(O)C=1C=NNC1)OCCN1CCOCC1 N-(1-(5-fluoro-2-(2-morpholinoethoxy)phenyl)ethyl)-3-(1H-pyrazol-4-yl)pyrazolol